ClC1=NC=C(C(=C1)N1CCC(CC1)O)I 1-(2-chloro-5-iodopyridin-4-yl)piperidin-4-ol